(4,10-bis-tert-butoxycarbonylmethyl-1,4,7,10-tetraaza-cyclododecan-1-yl)-acetic acid tert-butyl ester C(C)(C)(C)OC(CN1CCN(CCNCCN(CC1)CC(=O)OC(C)(C)C)CC(=O)OC(C)(C)C)=O